5-(2-fluorophenyl)-1,2,4-triazin-3-amine FC1=C(C=CC=C1)C=1N=C(N=NC1)N